CN([C@@H](C)C(=O)N1CCN(CC1)C1=NC=C(C#N)C=C1)CC1CCC=2C1=NNC(C2C(F)(F)F)=O 6-(4-(N-Methyl-N-((3-oxo-4-(trifluoromethyl)-3,5,6,7-tetrahydro-2H-cyclopenta[c]pyridazin-7-yl)methyl)-L-alanyl)piperazin-1-yl)nicotinonitrile